(2R,3S,5R)-5-(6-amino-9H-purin-9-yl)-2-((bis(4-methoxyphenyl)(phenyl)methoxy)methyl)tetrahydrofuran-3-ol NC1=C2N=CN(C2=NC=N1)[C@H]1C[C@@H]([C@H](O1)COC(C1=CC=CC=C1)(C1=CC=C(C=C1)OC)C1=CC=C(C=C1)OC)O